S(=O)(=O)([O-])[O-].[Zn+2].[Cl-].[Na+] sodium chloride zinc sulfate